(S)-(3-aminopyrrolidin-1-yl)(5-(4-(1-cyclobutylpiperidin-4-yl)phenyl)-3-methylthiophen-2-yl)methanone N[C@@H]1CN(CC1)C(=O)C=1SC(=CC1C)C1=CC=C(C=C1)C1CCN(CC1)C1CCC1